N-[4-(2,4-difluorophenoxy)-3-[5-(2H3)methyl-1-methyl-6-oxo-1,6-dihydro-pyridin-3-yl]phenyl]ethane-1-sulfonamide FC1=C(OC2=C(C=C(C=C2)NS(=O)(=O)CC)C2=CN(C(C(=C2)C([2H])([2H])[2H])=O)C)C=CC(=C1)F